[4-(dimethylcarbamoyl)phenyl]Boric acid CN(C(=O)C1=CC=C(C=C1)OB(O)O)C